((5-chloropyridin-2-yl)methyl)-3-propylnaphthalene-1,4-dione ClC=1C=CC(=NC1)CC=1C(C2=CC=CC=C2C(C1CCC)=O)=O